but-3-yn-1-yl (6-[(([(Z)-(1-methyl-1H-tetrazol-5-yl)(phenyl)methylene]amino) oxy)methyl]pyridin-2-yl)carbamate CN1N=NN=C1\C(\C1=CC=CC=C1)=N/OCC1=CC=CC(=N1)NC(OCCC#C)=O